ClC1=CC=C(C=N1)C(C(=O)OC)(F)F methyl 2-(6-chloropyridin-3-yl)-2,2-difluoroacetate